2,2-diethyl-6-(3-(4-methoxypyridin-3-yl)-1,2,4-oxadiazol-5-yl)chroman-4-one C(C)C1(OC2=CC=C(C=C2C(C1)=O)C1=NC(=NO1)C=1C=NC=CC1OC)CC